C(C)OC(C1=CN=C(C=C1Br)Cl)=O 4-bromo-6-chloronicotinic acid ethyl ester